((4-chloro-2-formylphenyl)amino)-5-fluoro-4-(trifluoromethyl)-benzoic acid methyl ester COC(C1=C(C=C(C(=C1)F)C(F)(F)F)NC1=C(C=C(C=C1)Cl)C=O)=O